COC1=C(C=C(C=C1)NC1=NC(=CC(=N1)NC)C)OCC1CN(CC1)C1COC1 N2-(4-methoxy-3-((1-(oxetan-3-yl)pyrrolidin-3-yl)methoxy)phenyl)-N4,6-dimethylpyrimidine-2,4-diamine